N-decyl-(methyl)acrylamide C(CCCCCCCCC)NC(C(=C)C)=O